C(CCCCCCCC)(=O)O.C(CCCC)(N)N pentanediamine nonanoate